chloro(ethynyl)bis(trifluoromethyl)silane Cl[Si](C(F)(F)F)(C(F)(F)F)C#C